ClC1=CC=C(C=C1)C(C(C(=O)OCC)F)O ethyl 3-(4-chlorophenyl)-2-fluoro-3-hydroxypropionate